C(C=C)N1C(C2=NC(=CC=C2C1=O)NC1=NC=C(C(=C1)N[C@H](CO)C1=CC=CC=C1)C=1OC(=NN1)C(C)(C)O)(C)C (S)-6-allyl-2-((4-((2-hydroxy-1-phenylethyl)amino)-5-(5-(2-hydroxypropan-2-yl)-1,3,4-oxadiazol-2-yl)pyridin-2-yl)amino)-7,7-dimethyl-6,7-dihydro-5H-pyrrolo[3,4-b]pyridin-5-one